N-(hex-5-yn-1-yl)-4-hydroxybenzoamide C(CCCC#C)NC(C1=CC=C(C=C1)O)=O